ClC=1C(=CC2=C(OC(O2)(F)F)C1)C=1N=CC(=NC1)NC(C1=C(C=CC=C1C)F)=O N-(5-(6-chloro-2,2-difluorobenzo[d][1,3]dioxol-5-yl)pyrazin-2-yl)-2-fluoro-6-methylbenzamide